(4-bromo-1-(2-((tert-butoxycarbonyl)amino)ethyl)-6,7-dichloro-1H-indol-2-yl)methyl methanesulfonate CS(=O)(=O)OCC=1N(C2=C(C(=CC(=C2C1)Br)Cl)Cl)CCNC(=O)OC(C)(C)C